C1(C=CC=C1)[Ti](C1=C(C(=CC=C1F)N1C=CC=C1)F)(C1=C(C(=CC=C1F)N1C=CC=C1)F)C1C=CC=C1 bis(cyclopentadienyl)-bis[2,6-difluoro-3-(1-pyrrolyl)phenyl]-titanium